2-(7-(((1s,3s)-3-hydroxy-3-methylcyclobutyl)amino)thieno[2,3-d]pyridazin-4-yl)-5-(trifluoromethyl)phenol OC1(CC(C1)NC=1N=NC(=C2C1SC=C2)C2=C(C=C(C=C2)C(F)(F)F)O)C